C1=CC=C2C(=C1)C(=O)C=C(N2)C(=O)[O-].[Na+] kynurenic acid sodium salt